CN(CC)CC Methyl-Di-ETHYL-AMINE